COC=1C(=C2C(=NC1)N(C=C2)[Si](C(C)C)(C(C)C)C(C)C)\C(=C/B2OC(C(O2)(C)C)(C)C)\C2CC(C2)NC(OC(C)(C)C)=O Tert-Butyl N-[3-[(Z)-1-(5-methoxy-1-triisopropylsilyl-pyrrolo[2,3-b]pyridin-4-yl)-2-(4,4,5,5-tetramethyl-1,3,2-dioxaborolan-2-yl)vinyl]cyclobutyl]carbamate